4-(pyrrolidin-1-yl)quinazolin-2(1H)-one N1(CCCC1)C1=NC(NC2=CC=CC=C12)=O